NaphthaleneAmine C1=CC=C2C(=C1)C=CC=C2N